1-(3,5-Difluoropyridin-2-yl)-7-[(3R,4R)-3,4-dihydroxypyrrolidin-1-yl]-6-fluoro-N-(2-methyl-butan-2-yl)-4-oxo-1,4-dihydro-1,8-naphthyridine-3-carboxamide FC=1C(=NC=C(C1)F)N1C=C(C(C2=CC(=C(N=C12)N1C[C@H]([C@@H](C1)O)O)F)=O)C(=O)NC(C)(CC)C